C(C)(C)(C)C1=NN=C(O1)C=1C(=CC2=C(N(C([C@H](CS2(=O)=O)NC([C@H](C)NC)=O)=O)CC2=CC=C(C=C2)Cl)C1)F (2S)-N-[(3R)-7-(5-tert-butyl-1,3,4-oxadiazol-2-yl)-5-[(4-chlorophenyl)methyl]-8-fluoro-1,1,4-trioxo-2,3-dihydro-1λ6,5-benzothiazepin-3-yl]-2-(methylamino)propanamide